FCCCCCCCCCCC=CCCO 14-fluorotetradecan-3-en-1-ol